NC1=CC=CC(=N1)C=1C=C(SC1)C(=O)NC1=CC(=CC=C1)NS(=O)(=O)C 4-(6-aminopyridin-2-yl)-N-(3-(methylsulfonamido)phenyl)thiophene-2-carboxamide